3,4-bis(diphenylphosphoryl)-1-methylpyrrolidine-2,5-dione C1(=CC=CC=C1)P(=O)(C1=CC=CC=C1)C1C(N(C(C1P(=O)(C1=CC=CC=C1)C1=CC=CC=C1)=O)C)=O